C(C)(C)(C)OC(=O)NC12CC(C1)(C2)C=2SC=C(N2)C(=O)N[C@@H](CO)C(=O)OC Methyl (2-(3-((tert-butoxycarbonyl)amino)bicyclo[1.1.1]pentan-1-yl)thiazole-4-carbonyl)-L-serinate